4-chloro-3-methyl-1H-pyrazolo[3,4-b]pyridine ClC1=C2C(=NC=C1)NN=C2C